2-(2,6-dioxopiperidin-3-yl)-5-fluoro-6-((4-(4-((3S,4R)-7-hydroxy-3-phenylchroman-4-yl)phenyl)piperazin-1-yl)methyl)isoindoline-1,3-dione O=C1NC(CCC1N1C(C2=CC(=C(C=C2C1=O)F)CN1CCN(CC1)C1=CC=C(C=C1)[C@H]1[C@H](COC2=CC(=CC=C12)O)C1=CC=CC=C1)=O)=O